2-(4-fluorophenyl)-7,7-dimethyl-10-(oxetan-3-ylamino)-5,12b-dihydro-1H,7H-chromeno[4,3-c][1,2,4]triazolo[1,2-a]Pyridazine FC1=CC=C(C=C1)N1CN2N(CC=C3C2C=2C=CC(=CC2OC3(C)C)NC3COC3)C1